Cl.NC(C(=O)N1CCN(CC1)C(=O)NC1=NC(N(C=C1)C1=CC=C(C=C1)CN(C)[C@@H]1CC[C@H](CC1)N)=O)(C)C trans-4-(2-Amino-2-methylpropanoyl)-N-(1-(4-(((4-aminocyclohexyl)(methyl)amino)methyl)phenyl)-2-oxo-1,2-dihydropyrimidin-4-yl)piperazine-1-carboxamide hydrochloride salt